2-(4-((1-(tert-Butoxycarbonyl)azetidin-3-yl)oxy)piperidin-1-yl)acetic acid C(C)(C)(C)OC(=O)N1CC(C1)OC1CCN(CC1)CC(=O)O